3-(pyridin-2-yl)-2,4,5,6-tetrakis(9H-pyrido[3,4-b]indol-9-yl)benzonitrile N1=C(C=CC=C1)C=1C(=C(C#N)C(=C(C1N1C2=C(C3=CC=CC=C13)C=CN=C2)N2C1=C(C3=CC=CC=C23)C=CN=C1)N1C2=C(C3=CC=CC=C13)C=CN=C2)N2C1=C(C3=CC=CC=C23)C=CN=C1